(R)-4-(5-chloro-4-(1-methyl-1H-pyrazol-5-yl)-7-(1H-pyrazol-5-yl)imidazo[1,5-b]pyridazin-2-yl)-3-methylmorpholine ClC=1N=C(N2N=C(C=C(C21)C2=CC=NN2C)N2[C@@H](COCC2)C)C2=CC=NN2